N1C(=NC=C1)CN1N=CC(=C1)C1=C(C=C(C=C1F)NC(CC1=C(C(=CC=C1)C(F)(F)F)F)=O)C#N N-(4-(1-((1H-imidazol-2-yl)methyl)-1H-pyrazol-4-yl)-3-cyano-5-fluorophenyl)-2-(2-fluoro-3-(trifluoromethyl)phenyl)acetamide